CN1CC(C1)(C)[C@@](O)(C1=CC=C(C=C1)OC(F)(F)F)C1=CC(=CC=C1)C1=CN=C(O1)C1=CC=CC=C1 (R)-(1,3-Dimethyl-azetidin-3-yl)-[3-(2-phenyl-oxazol-5-yl)-phenyl]-(4-trifluoromethoxy-phenyl)-methanol